C(CCCC)OC1=CC=C(N)C=C1 4-pentoxyaniline